C(#N)C=1C(=NC(=C(C1CC)C#N)N(C)C)SC(C(=O)N)C1=CC=C(C=C1)N(S(=O)(=O)C=C)C 2-((3,5-Dicyano-6-(dimethylamino)-4-ethylpyridin-2-yl)thio)-2-(4-(N-methylvinylsulfonamido)phenyl)acetamide